8-{[(2S,3S,4S)-3-ethyl-4-fluoro-5-oxopyrrolidin-2-yl]methoxy}-2-methoxyquinoline-3-carboxamide C(C)[C@H]1[C@H](NC([C@H]1F)=O)COC=1C=CC=C2C=C(C(=NC12)OC)C(=O)N